4-(2-((S)-2-(2-isopropylphenyl)pyrrolidin-1-yl)-7-azaspiro[3.5]nonan-7-yl)-2-(2-methyl-2,3-dihydropyrrolo[3',2':5,6]pyrido[2,3-b][1,4]oxazin-1(6H)-yl)benzamide C(C)(C)C1=C(C=CC=C1)[C@H]1N(CCC1)C1CC2(C1)CCN(CC2)C2=CC(=C(C(=O)N)C=C2)N2C1=C(OCC2C)N=C2C(=C1)C=CN2